tert-Butyl (R)-(1-(benzyloxy)-3-((tert-butyldiphenylsilyl)oxy)propan-2-yl-1,1-d2)carbamate C(C1=CC=CC=C1)OC([C@H](CO[Si](C1=CC=CC=C1)(C1=CC=CC=C1)C(C)(C)C)NC(OC(C)(C)C)=O)([2H])[2H]